2-(2-methyl-5-nitro-1H-imidazolyl)ethyl-L-alanyl-L-glutamic acid CC=1N(C(=CN1)[N+](=O)[O-])CCN[C@@H](C)C(=O)N[C@@H](CCC(=O)O)C(=O)O